O[C@@]1(COCC1)CC(=O)NC1=CC=C(C=C1)[C@@H](C)N1C(=NC=C1)C |o1:1,16| rel-2-((R)-3-hydroxytetrahydrofuran-3-yl)-N-(4-((R)-1-(2-methyl-1H-imidazol-1-yl)ethyl)phenyl)acetamide